O=C1N=C2N=CN=C(C2=N1)N 8-Oxoadenin